7-(benzyloxy)-6-methoxy-4-(4-nitrophenyl)quinazoline C(C1=CC=CC=C1)OC1=C(C=C2C(=NC=NC2=C1)C1=CC=C(C=C1)[N+](=O)[O-])OC